N-BUTYL-8-CYCLOBUTYL-9H-PURIN-6-AMINE C(CCC)NC1=C2N=C(NC2=NC=N1)C1CCC1